[Si](C1=CC=CC=C1)(C1=CC=CC=C1)(C(C)(C)C)OCC1CCC(CO1)NC1=NC(=NC=C1C(=O)O)Cl 4-((6-(((tert-butyldiphenylsilyl)oxy)methyl)tetrahydro-2H-pyran-3-yl)amino)-2-chloropyrimidine-5-carboxylic acid